3-[3-methyl-2-oxo-4-[2-(4-piperidyl)ethyl]benzimidazol-1-yl]piperidine-2,6-dione CN1C(N(C2=C1C(=CC=C2)CCC2CCNCC2)C2C(NC(CC2)=O)=O)=O